COC(=O)[C@H]1NC(CC1)C1=C(C=CC=C1)C1=CC=CC=C1 (2S)-5-([1,1'-biphenyl]-2-yl)pyrrolidine-2-carboxylic acid methyl ester